C1CN=C[NH2+]1 Imidazolinium